3-methoxypyridin-2-olate COC=1C(=NC=CC1)[O-]